tert-butyl ((7-(3-isopropylbicyclo[1.1.1]pentan-1-yl)thiazolo[5,4-d]pyrimidin-5-yl)methyl)carbamate C(C)(C)C12CC(C1)(C2)C=2C1=C(N=C(N2)CNC(OC(C)(C)C)=O)SC=N1